3-Cyano-3-(4-iodo-phenylamino)-cyclobutanecarboxylic Acid C(#N)C1(CC(C1)C(=O)O)NC1=CC=C(C=C1)I